S1BC=CC=C1 thiaborine